4-(2-((2,6-diethoxy-4'-fluoro-[1,1'-biphenyl]-4-yl)methyl)-7-oxo-2,6-diazaspiro[3.4]octane-6-yl)benzoic acid, trifluoroacetate salt FC(C(=O)O)(F)F.C(C)OC1=C(C(=CC(=C1)CN1CC2(C1)CN(C(C2)=O)C2=CC=C(C(=O)O)C=C2)OCC)C2=CC=C(C=C2)F